[Rn]=[Te] radon telluride